F\C=C(\CNC(OC(C)(C)C)=O)/COC1=CC2=C(N=C(O2)NC(C(=O)NC)CC2=CC=CC=C2)C=C1 tert-butyl (Z)-(3-fluoro-2-(((2-((1-(methylamino)-1-oxo-3-phenylpropan-2-yl)amino)benzo[d]oxazol-6-yl)oxy)methyl)allyl)carbamate